ClC1=C(C=CC(=C1)Cl)C(=CC=O)C=1C=C2N=CC=NC2=CC1 3-(2,4-dichlorophenyl)-3-(quinoxalin-6-yl)prop-2-en-1-one